74-oxo-2,5,8,11,14,17,20,23,26,29,32,35,38,41,44,47,50,53,56,59,62,65,68,71-tetracosaoxa-75-azaoctaheptacontan-78-oic acid O=C(CCOCCOCCOCCOCCOCCOCCOCCOCCOCCOCCOCCOCCOCCOCCOCCOCCOCCOCCOCCOCCOCCOCCOCCOC)NCCC(=O)O